6-((2S,6S)-4-(4-(2-(2-Aminopyridin-3-yl)-5-phenyl-3H-imidazo[4,5-b]pyridin-3-yl)benzyl)-2,6-dimethylpiperazin-1-yl)pyrimidine-4-carbonitrile NC1=NC=CC=C1C1=NC=2C(=NC(=CC2)C2=CC=CC=C2)N1C1=CC=C(CN2C[C@@H](N([C@H](C2)C)C2=CC(=NC=N2)C#N)C)C=C1